4-chloro-N-(benzylidene)aniline ClC1=CC=C(N=CC2=CC=CC=C2)C=C1